O[C@H](CCC(=O)N)C1=CC=CC=C1 (R)-4-hydroxy-4-phenylbutyramide